ClC1=C(CCl)C(=CN(C1)O)Cl 3,5-dichloro-N-hydroxyisonicotinyl chloride